C(=O)(O)[C@@H](CC=1C=C(OCCOC=2C=C(C=CC2)C[C@H](C(=O)O)[C@@H]2CNCC2)C=CC1)[C@@H]1CNCC1 (2S)-3-[3-[2-[3-[(2S)-2-carboxy-2-[(3R)-pyrrolidin-3-yl]ethyl]phenoxy]ethoxy]phenyl]-2-[(3R)-pyrrolidin-3-yl]propanoic acid